5-(4-amino-phenyl)-2-thiocytosine NC1=CC=C(C=C1)C=1C(=NC(NC1)=S)N